((4,4-dimethylcyclohex-1-en-1-yl)oxy)trimethylsilane CC1(CC=C(CC1)O[Si](C)(C)C)C